2-[(6-chloro-2-benzo[d]thiazolyl)amino]-N-pentylacetamide ClC1=CC2=C(N=C(S2)NCC(=O)NCCCCC)C=C1